5,5-dimethyl-hydantoin ethyl-(E)-3-(5-bromo-6-chloro-1H-indazol-3-yl)acrylate C(C)OC(\C=C\C1=NNC2=CC(=C(C=C12)Br)Cl)=O.CC1(C(NC(N1)=O)=O)C